CC1=C(N=CN1COCC[Si](C)(C)C)C(=C)C1=CC=C(C=C1)NC(OC(C)(C)C)=O tert-butyl (4-(1-(5-methyl-1-((2-(trimethylsilyl)ethoxy)methyl)-1H-imidazol-4-yl)vinyl)phenyl)carbamate